ClC1=CC(=NC=C1N1CCN(CC1)CC=1C(=C2NC(C(=NC2=CC1)C(F)(F)F)=O)F)C(=O)NC([2H])([2H])[2H] 4-Chloro-5-(4-((5-fluoro-3-oxo-2-(trifluoromethyl)-4H-quinoxalin-6-yl)methyl)piperazin-1-yl)-N-(methyl-d3)pyridine-2-carboxamide